C(C)(C)(C)OC(=O)NCCCN(CC(CCCCCC(=O)OCC1=CC=CC=C1)O)CC(CCCCCC(=O)OCC1=CC=CC=C1)O dibenzyl 8,8'-((3-((tert-butoxycarbonyl)amino) propyl)azanediyl)bis(7-hydroxyoctanoate)